SCCSC(CO)CSCCS 2,3-bis((2-mercaptoethyl)thio)propan-1-ol